N-(1-methyl-1H-tetrazol-5-yl)-2-(((4-methyl-2-oxooxazolidin-4-yl)methoxy)methyl)-6-(trifluoromethyl)nicotinamide CN1N=NN=C1NC(C1=C(N=C(C=C1)C(F)(F)F)COCC1(NC(OC1)=O)C)=O